COC1C=C(C=CC1(N)N)C1=CC(=CC=C1)OC 3,3'-dimethoxy-4,4-diaminobiphenyl